2,3-dimethyl-aniline hydrochloride Cl.CC1=C(N)C=CC=C1C